tetrazine compound with dimethyl sulfoxide CS(=O)C.N1=NN=NC=C1